CN(C(OC(C)(C)C)=O)[C@H](COC1=CC(=C(C=C1)C)C(NC1(CC1)C1=C2C=CC=NC2=CC(=C1)C=1SC=CN1)=O)C tert-butyl (S)-methyl(1-(4-methyl-3-((1-(7-(thiazol-2-yl)quinolin-5-yl)cyclopropyl)carbamoyl)phenoxy)propan-2-yl)carbamate